6-chloro-7-(5,7-dihydro-6H-pyrrolo[3,4-b]pyridin-6-yl)-1-(2-fluoro-benzyl)-4-oxo-1,4-dihydro-1,8-naphthyridine-3-carboxylic acid ClC=1C=C2C(C(=CN(C2=NC1N1CC2=NC=CC=C2C1)CC1=C(C=CC=C1)F)C(=O)O)=O